C(C)(C)(C)OC(=O)C1=CC=NC2=CC=C(C=C12)N1C(CCC1)(C)C 6-(2,2-Dimethylpyrrolidin-1-yl)quinoline-4-carboxylic acid tert-butyl ester